Cl.CC1(CC=2C(=CN=C(C2)C2=NSC(=N2)NC2=NC=CC=C2NC)O1)C N2-(3-(2,2-Dimethyl-2,3-dihydrofuro[2,3-c]pyridin-5-yl)-1,2,4-thiadiazolyl)-N3-methylpyridine-2,3-diamine hydrochloride